BrC1=CN(C=2N=CN=C(C21)N2[C@H](CN(CC2)C(=O)OC(C)(C)C)C)C2=CC(=CC(=C2)C#N)Cl tert-Butyl (S)-4-(5-bromo-7-(3-chloro-5-cyanophenyl)-7H-pyrrolo[2,3-d]pyrimidin-4-yl)-3-methylpiperazine-1-carboxylate